(R)-2-amino-3-(4-methyl-1H-indol-3-yl)propionic acid N[C@@H](C(=O)O)CC1=CNC2=CC=CC(=C12)C